C(CCCCCCCCCCCCCCC(C)C)(=O)O.CN(CCCCCCCCCCCC)C dimethyl-laurylamine isostearate